ClC1=CC=C(C(=N1)C1=CC2=C(OCCN2C2=CC(=NC=C2)[N+](=O)[O-])C=N1)F 6-chloro-3-fluoro-2-[1-(2-nitropyridin-4-yl)-1H,2H,3H-pyrido[3,4-b][1,4]oxazin-7-yl]pyridine